1-((1r,4r)-4-((5-(imidazo[1,2-b]pyridazin-6-yl)-4-(methylamino)-7H-pyrrolo[2,3-d]pyrimidin-2-yl)amino)cyclohexyl)pyrrolidin-2-one N=1C=CN2N=C(C=CC21)C2=CNC=1N=C(N=C(C12)NC)NC1CCC(CC1)N1C(CCC1)=O